2-methoxy-5,6,7,8-tetrahydropyrido[4,3-d]pyrimidine COC=1N=CC2=C(N1)CCNC2